CN(C1=CC(=NC=C1)N1N=CC(=C1)CC(=O)O)C {1-[4-(dimethylamino)pyridin-2-yl]pyrazol-4-yl}acetic acid